C(=O)CC(=O)N formyl-acetamide